2-amino-5-bromo-N-((1r,4r)-4-methoxycyclohexyl)benzamide NC1=C(C(=O)NC2CCC(CC2)OC)C=C(C=C1)Br